1-(3-bromo-5-(2,5-dimethyl-1H-pyrrol-1-yl)pyridin-4-yl)-4-methylpiperazine BrC=1C=NC=C(C1N1CCN(CC1)C)N1C(=CC=C1C)C